C(=O)C1=C(C=CC=C1)C=1N=C(SC1)C=1C(=NC=C(C1)N1CCN(CC1)S(=O)(=O)C)C(=O)N (4-(2-formylphenyl)thiazol-2-yl)-5-(4-(methylsulfonyl)piperazin-1-yl)picolinamide